trans-N-(4-(4-cyanophenoxy)cyclohexyl)-5-(4-chlorophenoxy)-2,2-dimethylpentanamide C(#N)C1=CC=C(O[C@@H]2CC[C@H](CC2)NC(C(CCCOC2=CC=C(C=C2)Cl)(C)C)=O)C=C1